2-METHYLPENT-4-ENE-1-SULFINATE CC(CS(=O)[O-])CC=C